FC([C@@]12N(C=3C(=NN=C(C3)C3=C(C(=CC=C3)F)O)NC1)CCN(C2)C(=O)OC(C)(C)C)F tert-butyl (R)-6a-(difluoromethyl)-2-(3-fluoro-2-hydroxyphenyl)-5,6,6a,7,9,10-hexahydro-8H-pyrazino[1',2':4,5]pyrazino[2,3-c]pyridazine-8-carboxylate